3-carbamimidamido-(3,3-2H2)propanoic acid N(C(=N)N)C(CC(=O)O)([2H])[2H]